4-((1R,5S)-3,8-diazabicyclo[3.2.1]octan-3-yl)-2-(((S)-1-methylpyrrolidin-2-yl)methoxy)-7-(naphthalen-1-yl)-5,6,7,8-tetrahydropyrido[3,4-d]pyrimidine [C@H]12CN(C[C@H](CC1)N2)C=2C1=C(N=C(N2)OC[C@H]2N(CCC2)C)CN(CC1)C1=CC=CC2=CC=CC=C12